C(C1=CC=CC=C1)SC1=C(C=CC2=C1OCCCN2C)OC 9-(benzylthio)-8-methoxy-5-methyl-2,3,4,5-tetrahydrobenzo[b][1,4]oxazepine